ClC1=C(C=C(OC2=CC(=C(C=C2C)N=CN(C)CC)C)C=C1)C(F)(F)F N'-(4-(4-chloro-3-tri-fluoromethyl-phenoxy)-2,5-dimethyl-phenyl)-N-ethyl-N-methyl-formamidine